2,4,5-pyridinetricarboxylic acid N1=C(C=C(C(=C1)C(=O)O)C(=O)O)C(=O)O